ClC1=CC=C2C=CN=C(C2=C1)OCCN(CC(F)F)CC N-(2-((7-chloroisoquinolin-1-yl)oxy)ethyl)-N-ethyl-2,2-difluoroethane-1-amine